C[C@@H]1N(CCOC1)C(=O)C1=CC=C(C=C1)C1=CC=2N=CN=C(C2O1)C1=CC(=NC=C1)C(C)(C)O 2-[4-(6-{4-[(3S)-3-methylmorpholine-4-carbonyl]phenyl}furo[3,2-d]pyrimidin-4-yl)pyridin-2-yl]propan-2-ol